C(C)(C)(C)C(C[C@H](N)C(=O)[O-])C(=O)[O-] γ-tert-butyl-glutamate